4,4-bis(octyloxy)butanoic acid 5-bromopentanyl ester BrCCCCCOC(CCC(OCCCCCCCC)OCCCCCCCC)=O